C(C)N(C(OC(C)(C)C)=O)CCCNC(=O)C1=CC2=C(N3C(S2)=NC(=C3)C3=CC=C(C=C3)C(NC)=O)C=C1 tert-butyl ethyl(3-(2-(4-(methylcarbamoyl)phenyl)benzo[d]imidazo[2,1-b]thiazole-7-carboxamido)propyl)carbamate